OCCOC1=CC=C(C=C1)C1(C=CC2=C(O1)C=1C=C(C=CC1C1=C2C(C2=CC(=CC=C21)C2=CC=C(C=C2)C(F)(F)F)(C)C)OC)C2=CC=C(C=C2)N2CCOCC2 3-(4-(2-hydroxyethoxy)phenyl)-3-(4-morpholinophenyl)-6-methoxy-11-(4-trifluoromethylphenyl)-13,13-dimethyl-3H,13H-indeno[2',3':3,4]naphtho[1,2-b]pyran